ClC1=CC=C2C(=CC(=NC2=C1)C1=CC=C(C=C1)C1CCC(N1)=O)C(=O)N1CCOCC1 5-(4-(7-chloro-4-(morpholine-4-carbonyl)quinolin-2-yl)phenyl)pyrrolidin-2-one